C(C1=CC=CC=C1)NC(N(C1=NC=C(C=C1)C=1C=NN(C1)C)[C@@H]1CC[C@H](CC1)NC1=NC=C(C(=N1)N1[C@H](CCC1)COC)C#N)=O 3-benzyl-1-(trans-4-((5-cyano-4-((2R)-2-(methoxymethyl)-pyrrolidin-1-yl)pyrimidin-2-yl)amino)cyclohexyl)-1-(5-(1-methyl-1H-pyrazol-4-yl)pyridin-2-yl)urea